ClC=1N=NC(=CC1C(=O)NC1CC2CCC1C2)Cl 3-{[(3,6-dichloropyridazin-4-yl)carbonyl]amino}bicyclo[2.2.1]heptane